2,3-Dihydrobenzo[1,4]dioxin-6-yl-6-morpholin-4-yl-N1-phenyl-[1,3,5]triazine-2,4-diamine O1CCOC2=C1C=CC(=C2)NC2N(C(=NC(=N2)N)N2CCOCC2)C2=CC=CC=C2